(E)-N'-(3,5-bis(dimethylamino)benzylidene)-6-(4-methoxyphenyl)pyrazine-2-carbohydrazide CN(C=1C=C(\C=N\NC(=O)C2=NC(=CN=C2)C2=CC=C(C=C2)OC)C=C(C1)N(C)C)C